phenylcarbonyl-(naphthylsulfonyl)methane C1(=CC=CC=C1)C(=O)CS(=O)(=O)C1=CC=CC2=CC=CC=C12